2-((9H-fluoren-9-yl)methoxy)-2-oxoethyl 1-(4-(trifluoromethyl)phenyl)cyclobutyl fumarate C(\C=C\C(=O)OC1(CCC1)C1=CC=C(C=C1)C(F)(F)F)(=O)OCC(=O)OCC1C2=CC=CC=C2C=2C=CC=CC12